5-{2-amino-[1,2,4]triazolo[1,5-a]pyridin-7-yl}-N-{[2-fluoro-5-(trifluoromethoxy)phenyl](deutero)methyl}-2-(deutero)methoxypyridine-3-carboxamide NC1=NN2C(C=C(C=C2)C=2C=C(C(=NC2)OC[2H])C(=O)NC([2H])C2=C(C=CC(=C2)OC(F)(F)F)F)=N1